NC1=C(C(=O)NCC)C=C(C=N1)C1=C(C=C(C=C1)NC([C@@H](O)C1=CC(=CC(=C1)F)F)=O)Cl (S)-2-amino-5-(2-chloro-4-(2-(3,5-difluorophenyl)-2-hydroxyacetamido)phenyl)-N-ethylnicotinamide